hexahydro-1H-pyrido[2,1-a]isoquinolin-2-yl (S)-2-amino-3-methylbutanoate di(4-methylbenzenesulfonate) CC1=CC=C(C=C1)S(=O)(=O)O.CC1=CC=C(C=C1)S(=O)(=O)O.N[C@H](C(=O)OC1CC=2N(CCC3C=CC=CC23)CC1)C(C)C